2-amino-N-((5-bromo-3-methylpyridin-2-yl)methyl)-3-methyl-N-(1-(pyrimidin-2-yl)ethyl)quinoline-6-carboxamide hydrochloride Cl.NC1=NC2=CC=C(C=C2C=C1C)C(=O)N(C(C)C1=NC=CC=N1)CC1=NC=C(C=C1C)Br